C(C(=O)O)(=O)O.ClC1=C(C=CC=2N(C=NC21)CCC[C@H]2NCCC[C@@H]2O)Cl (2r,3s)-2-(3-(4,5-dichloro-1H-benzo[d]imidazol-1-yl)propyl)piperidin-3-ol oxalate